tert-butyl (5-(2-fluorophenyl)-5-oxopentyl)carbamate FC1=C(C=CC=C1)C(CCCCNC(OC(C)(C)C)=O)=O